4-methyltetrahydropyran-4-carbaldehyde CC1(CCOCC1)C=O